CC=1C=C(C=CC1OC1=CC=2N(C=C1)N=CN2)C2=NC1=CC=C(C=C1C(=N2)N)N [3-methyl-4-([1,2,4]triazolo[1,5-a]pyridin-7-yloxy)phenyl]quinazoline-4,6-diamine